(1s,3s)-3-(3-(5-(benzyloxy)-4-formyl-7-methoxy-2,3-dihydro-1H-indene-2-carboxamido)-1H-pyrazol-5-yl)cyclobutyl isopropylcarbamate C(C)(C)NC(OC1CC(C1)C1=CC(=NN1)NC(=O)C1CC2=C(C=C(C(=C2C1)C=O)OCC1=CC=CC=C1)OC)=O